Diisopentyl 9,9'-((4-((2-(4-(2-((4-(bis(7-(2-ethylbutoxy)-2-hydroxy-7-oxoheptyl)amino)butanoyl)oxy)ethyl)piperazin-1-yl)ethyl)disulfaneyl)butyl)azanediyl)bis(8-hydroxynonanoate) C(C)C(COC(CCCCC(CN(CCCC(=O)OCCN1CCN(CC1)CCSSCCCCN(CC(CCCCCCC(=O)OCCC(C)C)O)CC(CCCCCCC(=O)OCCC(C)C)O)CC(CCCCC(OCC(CC)CC)=O)O)O)=O)CC